3-(2-(6-chloropyridin-2-yl)thiazol-5-yl)-3-hydroxy-1-methylpyrrolidin-2-one ClC1=CC=CC(=N1)C=1SC(=CN1)C1(C(N(CC1)C)=O)O